5-[4-(2-Cyclobutylsulfanyl-3-pyridyl)phenyl]Valeric acid C1(CCC1)SC1=NC=CC=C1C1=CC=C(C=C1)CCCCC(=O)O